(R)-8-chloro-1-(2,6-dichlorophenyl)-5-(3,4-dihydroxybutaneYl)-2-(hydroxymethyl)-1,6-naphthyridin-4(1H)-one ClC=1C=NC(=C2C(C=C(N(C12)C1=C(C=CC=C1Cl)Cl)CO)=O)CC[C@H](CO)O